C(CCCCCCC\C=C\CCCCCC)(=O)O (E)-9-hexadecenoic acid